2-(2,6-dichlorophenyl)-N-[6-(3,4-difluorophenylamino)pyridazin-4-yl]acetamide ClC1=C(C(=CC=C1)Cl)CC(=O)NC1=CN=NC(=C1)NC1=CC(=C(C=C1)F)F